1-(6-((4-bromophenoxy)methyl)-1,4-dioxan-2-yl)cyclopropane BrC1=CC=C(OCC2COCC(O2)C2CC2)C=C1